C(C)OC1=NC=CC=C1C1=NC(=C(C=C1)F)C(=O)N[C@H]1CN(CC1)C (R)-2'-ethoxy-5-fluoro-N-(1-methylpyrrolidin-3-yl)-[2,3'-bipyridine]-6-carboxamide